CN(C)C=NC1SSC(N1)=S 3-((N,N-dimethylaminomethylene)amino)-3H-1,2,4-dithiazole-5-thione